[N+](=O)([O-])C1=CC2=C(N=C(S2)N=C(N)N)C=C1 2-(6-nitrobenzo[d]thiazol-2-yl)guanidine